COC1=C(C=CC(=C1)C1=C(C(=O)[O-])C=C(C(=C1OC)OC(=O)OCCCCOC(C=C)=O)OC)C1=C(C(=O)[O-])C=C(C(=C1OC)OC(=O)OCCCCOC(C=C)=O)OC 2-methoxybenzene-1,4-diylbis[4-({[4-(acryloyloxy) butoxy] carbonyl} oxy)-3,5-dimethoxy benzoate]